Methyl 4-amino-7-chloroimidazo[1,5-a]quinoxaline-8-carboxylate NC=1C=2N(C3=CC(=C(C=C3N1)Cl)C(=O)OC)C=NC2